4-(4,4,5,5-tetramethyl-1,3,2-dioxaborolan-2-yl)Naphth-2-ol CC1(OB(OC1(C)C)C1=CC(=CC2=CC=CC=C12)O)C